ClC1=NN(C=C1C1=NC=CC(=N1)NC=1N=CC2=C(C=CC(=C2C1)C(C)C)N1[C@@H]([C@H](C1)CS(=O)(=O)C)C)C1CC(OCC1)(C)C N-(2-(3-chloro-1-(2,2-dimethyltetrahydro-2H-pyran-4-yl)-1H-pyrazol-4-yl)pyrimidin-4-yl)-5-isopropyl-8-((2R,3S)-2-methyl-3-((methylsulfonyl)methyl)azetidin-1-yl)isoquinolin-3-amine